6-(3-Chloro-4-methoxyphenyl)-3-(4-fluoro-3-methoxyphenyl)-1-methyl-1H-indazole ClC=1C=C(C=CC1OC)C1=CC=C2C(=NN(C2=C1)C)C1=CC(=C(C=C1)F)OC